FC1=C(C=C(C=C1)NC(C=C)=O)NC1=NC(=NC=C1C1=CC=C(C=C1)C(F)(F)F)NC=1C=NOC1 N-(4-fluoro-3-((2-(isoxazol-4-ylamino)-5-(4-(trifluoromethyl)phenyl)pyrimidin-4-yl)amino)phenyl)acrylamide